3-cyano-4-oxo-6-nitro-7-ethoxy-1,4-dihydroquinoline C(#N)C1=CNC2=CC(=C(C=C2C1=O)[N+](=O)[O-])OCC